(1r,10s)-6-benzyloxy-N-[(2,4-difluorophenyl)methyl]-10-methyl-5,8,13-trioxo-2,9-diazatricyclo[7.4.1.02,7]tetradec-3,6,11-triene-4-carboxamide C(C1=CC=CC=C1)OC=1C(C(=CN2[C@H]3C(C=C[C@@H](N(C(C12)=O)C3)C)=O)C(=O)NCC3=C(C=C(C=C3)F)F)=O